trans-N-(4-chlorophenyl)-4-{[(7-trifluoromethylquinolin-4-yl)amino]Methyl}cyclohexane-1-carboxamide ClC1=CC=C(C=C1)NC(=O)[C@@H]1CC[C@H](CC1)CNC1=CC=NC2=CC(=CC=C12)C(F)(F)F